{[2-(6-fluoro-7-methoxyquinolin-4-yl)-2-azaspiro[3.3]heptan-6-yl]methyl}(imino)methyl-λ6-sulfanone FC=1C=C2C(=CC=NC2=CC1OC)N1CC2(C1)CC(C2)C[SH2](=O)C=N